FC(C1=NC(=NO1)C1=CC=C(C=C1)CN1OCCC1=O)(F)F [4-[5-(trifluoromethyl)-1,2,4-oxadiazol-3-yl]phenyl]methylisooxazolidin-3-one